C1(=CC(=CC=C1)[NH3+])[NH3+] m-phenylenediammonium